C(C1=CC=CC=C1)C=1NC(=NN1)C(=O)N[C@H]1[C@H](CC2=C(N(C1=O)C)C=CC=C2)F 5-benzyl-N-((3R,4S)-4-fluoro-1-methyl-2-oxo-2,3,4,5-tetrahydro-1H-benzo[b]azepin-3-yl)-4H-1,2,4-triazole-3-carboxamide